tert-butyl 4-fluoro-7-vinyl-3,4-dihydro-2,4-methylene-1,8-naphthyridine-1(2H)-carboxylate FC12CC(N(C3=NC(=CC=C13)C=C)C(=O)OC(C)(C)C)C2